(S)-N-((R)-(2,3-difluoro-6-methoxyphenyl)(1-(phenylsulfonyl)-1H-indol-2-yl)methyl)-2-methylpropan-2-sulfinamide FC1=C(C(=CC=C1F)OC)[C@@H](N[S@@](=O)C(C)(C)C)C=1N(C2=CC=CC=C2C1)S(=O)(=O)C1=CC=CC=C1